FC1=CC=C(C=C1)COC=1C=C(C=O)C=CC1[N+](=O)[O-] 3-((4-fluorophenyl)methoxy)-4-nitrobenzaldehyde